C(C1=CC=CC=C1)O[C@@](C(=O)NNC(=O)C1=NC(=C(C=C1[N+](=O)[O-])C(F)F)NC(CCC=C)(C)C)(CC=C)C(F)(F)F N'-[(2R)-2-benzyloxy-2-(trifluoromethyl)pent-4-enoyl]-5-(difluoromethyl)-6-(1,1-dimethylpent-4-enylamino)-3-nitro-pyridine-2-carbohydrazide